2-((hydroxymethyl)(ethyl)amino)ethanol OCN(CCO)CC